(2S)-1-(4-chloro-3-ethyl-phenyl)-2-methyl-piperazine ClC1=C(C=C(C=C1)N1[C@H](CNCC1)C)CC